(S)-N-(5-(2-(2-aminopyridin-3-yl)-5-(1H-pyrazol-1-yl)-3H-imidazo[4,5-b]pyridin-3-yl)-2,3-dihydro-1H-inden-1-yl)-7-(difluoromethoxy)benzofuran-5-carboxamide NC1=NC=CC=C1C1=NC=2C(=NC(=CC2)N2N=CC=C2)N1C=1C=C2CC[C@@H](C2=CC1)NC(=O)C=1C=C(C2=C(C=CO2)C1)OC(F)F